4-chloro-5-fluoro-1-(3'-hydroxy-[1,1'-biphenyl]-4-yl)-1H-indazol-6-ol ClC1=C2C=NN(C2=CC(=C1F)O)C1=CC=C(C=C1)C1=CC(=CC=C1)O